2,5-diamino-pentanoic acid NC(C(=O)O)CCCN